C(C1=CC=CC=C1)OC1=C(C=CC=C1)CC(CC1=NNC(N1)=O)O 3-[3-(2-Benzyloxyphenyl)-2-hydroxypropyl]-1H-1,2,4-triazol-5(4H)-one